2-(3-((R)-1-(((R)-((S)-2,3-dihydro-1H-pyrido[2,3-b][1,4]oxazin-3-yl)(phenyl)methyl)amino)propan-2-yl)phenyl)acetic acid N1C2=C(O[C@@H](C1)[C@@H](C1=CC=CC=C1)NC[C@H](C)C=1C=C(C=CC1)CC(=O)O)N=CC=C2